5-(7-chloro-1H-indazol-5-yl)-3-((6-(methylamino)pyridin-3-yl)methoxy)-6-phenylpyrazin ClC=1C=C(C=C2C=NNC12)C=1N=C(C=NC1C1=CC=CC=C1)OCC=1C=NC(=CC1)NC